MENTHOXYPROPANEDIOL CC1CCC(C(C1)OCC(CO)O)C(C)C